2,2-Di-Methyl-1-butanol CC(CO)(CC)C